N-{[4-(piperidine-1-sulfonyl)phenyl]methyl}-1H-pyrrolo[3,2-c]pyridine N1(CCCCC1)S(=O)(=O)C1=CC=C(C=C1)CN1C=CC=2C=NC=CC21